(3S,4R)-4-((5-chloro-4-(2-cyclohexyl-7-fluoro-3,3-dimethyl-3H-indol-5-yl)pyrimidin-2-yl)amino)Tetrahydro-2H-pyran-3-ol ClC=1C(=NC(=NC1)N[C@H]1[C@@H](COCC1)O)C=1C=C2C(C(=NC2=C(C1)F)C1CCCCC1)(C)C